F[C@H]1C[C@H](N(C1)C(CN1CCC(CC1)NC1=CC=NC2=CC=C(C=C12)F)=O)C#N (2S,4S)-4-fluoro-1-[2-[4-[(6-fluoro-4-quinolyl)amino]-1-piperidyl]acetyl]pyrrolidine-2-carbonitrile